Dimethyl 4-(3-chlorophenethyl)isophthalate ClC=1C=C(CCC2=C(C=C(C(=O)OC)C=C2)C(=O)OC)C=CC1